[Mn].[Fe].OC=1C=C2C=3C=C(C(=CC3C=C(C2=CC1)C(=O)NCCCC1=CC=CC=C1)OC)OC 6-hydroxy-2,3-dimethoxy-N-(3-phenylpropyl)phenanthrene-9-carboxamide iron-manganese